vinyl-methyl-ethyl-tert-butyl-peroxysilane C(=C)[Si](OOC(C)(C)C)(CC)C